11-(3-(4,6-diphenyl-1,3,5-triazin-2-yl)phenyl)benzo[4,5]thieno[3,2-b]indolo[3,2,1-jk]carbazole C1(=CC=CC=C1)C1=NC(=NC(=N1)C1=CC=CC=C1)C=1C=C(C=CC1)C=1C=CC2=C(C3=CC=4N5C6=C(C=CC=C6C4C=C3S2)C2=CC=CC=C25)C1